(S)-3-((2-chloro-5-((4-(methylsulfonyl)phenyl)ethynyl)pyridin-4-yl)amino)butan-1-ol ClC1=NC=C(C(=C1)N[C@H](CCO)C)C#CC1=CC=C(C=C1)S(=O)(=O)C